N-Ethyl-4-(3-(4-fluoro-2,6-dimethylphenoxy)-5-methylphenyl)-6-methyl-7-oxo-6,7-dihydro-1H-pyrrolo[2,3-c]pyridine-2-carboxamide C(C)NC(=O)C1=CC2=C(C(N(C=C2C2=CC(=CC(=C2)C)OC2=C(C=C(C=C2C)F)C)C)=O)N1